(E)-3-(1-(3-nitro-1H-indol-1-yl)cyclopropyl)-1-(4-nitrophenyl)prop-2-en-1-one [N+](=O)([O-])C1=CN(C2=CC=CC=C12)C1(CC1)/C=C/C(=O)C1=CC=C(C=C1)[N+](=O)[O-]